[Si](C)(C)(C(C)(C)C)C#CC=1C=C(C(=C(C1)O)B1OC(C(O1)(C)C)(C)C)C 5-[2-[tert-butyl(dimethyl)silyl]ethynyl]-3-methyl-2-(4,4,5,5-tetramethyl-1,3,2-dioxaborolan-2-yl)phenol